2-Isopropyl-1H-benzoimidazole-4-carboxylic acid (piperidin-4-ylmethyl)amide N1CCC(CC1)CNC(=O)C1=CC=CC=2NC(=NC21)C(C)C